5-Methylisoquinolin-4-amine CC1=C2C(=CN=CC2=CC=C1)N